Butyl p-hydroxyphenylvalerate OC1=CC=C(C=C1)C(C(=O)OCCCC)CCC